tert-butyl (S)-(1-cycloheptyl-2-((5-(1-cyclopropyl-4-methyl-1H-1,2,3-triazol-5-yl)pyridin-2-yl)amino)-2-oxoethyl)carbamate C1(CCCCCC1)[C@@H](C(=O)NC1=NC=C(C=C1)C1=C(N=NN1C1CC1)C)NC(OC(C)(C)C)=O